CC=1OC2=C(C1C=1NC=C(N1)CO)C=C(C=C2)OCC2=C(N=CS2)C (2-{2-methyl-5-[(4-methyl-1,3-thiazol-5-yl)methoxy]-1-benzofuran-3-yl}-1H-imidazol-4-yl)methanol